[N+](=O)([O-])C=1C=C(OC2=CC=NC=C2)C=CC1 4-(3-Nitrophenoxy)pyridine